CC1(C(C(=CC=C1)C)C)[SiH3] 1,3-dimethyl-o-methylphenylsilane